C(C=CCCC)(=O)OCC Ethyl hex-2-enoate